(R)-3-(2-hydroxyphenyl)-6,7,8,9-tetrahydro-5H-pyridazino[3,4-b]indole-6-carboxylic acid OC1=C(C=CC=C1)C1=CC2=C(NC=3CC[C@H](CC23)C(=O)O)N=N1